(E)-1H-pyrimidine-2,4-dione hemihydrate O.N1C(NC(C=C1)=O)=O.N1C(NC(C=C1)=O)=O